3-chloropropan-2-ol ClCC(C)O